benzodioxazacyclopentadecine O1ONC=CC=CC=CC=CC=CC2=C1C=CC=C2